4,7-dibromobenzofurazan BrC1=CC=C(C=2C1=NON2)Br